CC1=CC(=NC(=C1)N1CCOCC1)N1CC2(C=3C=NC(=CC31)NC(C)=O)CC2 N-(1'-(4-methyl-6-morpholinopyridin-2-yl)-1',2'-dihydrospiro[cyclopropane-1,3'-pyrrolo[3,2-c]pyridin]-6'-yl)acetamide